3-bromo-1-(4-methoxyphenyl)-1H-1,2,4-triazole BrC1=NN(C=N1)C1=CC=C(C=C1)OC